tris(2,2'-bipyridine) ruthenium [Ru].N1=C(C=CC=C1)C1=NC=CC=C1.N1=C(C=CC=C1)C1=NC=CC=C1.N1=C(C=CC=C1)C1=NC=CC=C1